N-{2-[3-methyl-2-oxo-5-(1H-pyrazol-1-yl)-1,2-dihydropyridin-1-yl]-3-{[(CIS)-4-phenylcyclohexyl]oxy}propyl}methanesulfonamide CC=1C(N(C=C(C1)N1N=CC=C1)C(CNS(=O)(=O)C)CO[C@@H]1CC[C@@H](CC1)C1=CC=CC=C1)=O